[(2R,3S,7R)-7-(6-tert-butyl-5-methyl-pyrrolo[2,3-b]pyrazin-3-yl)-3-cyclopropyl-azepan-2-yl]methanol C(C)(C)(C)C1=CC=2C(=NC(=CN2)[C@H]2CCC[C@H]([C@@H](N2)CO)C2CC2)N1C